FC1=CC(=C(C=C1)NC(=O)C=1C=NC(=NC1)C(F)(F)F)S(=O)(=O)C N-(4-fluoro-2-methanesulfonylphenyl)-2-(trifluoromethyl)pyrimidine-5-carboxamide